NC1=NC2=CC(=CC=C2C=C1Br)CCC1(SC(C(C1O)O)N1C=CC2=C1N=CN=C2Cl)C 2-(2-(2-amino-3-bromoquinolin-7-yl)ethyl)-5-(4-chloro-7H-pyrrolo[2,3-d]pyrimidin-7-yl)-2-methyltetrahydrothiophene-3,4-diol